3-azido-D-alanine N(=[N+]=[N-])C[C@@H](N)C(=O)O